OCC(C(=O)NC)NC(=O)C1=C(OC2=C1C=C(C=C2)OCC2=NC=CC=C2)C N-(3-hydroxy-1-(methylamino)-1-oxopropan-2-yl)-2-methyl-5-(pyridin-2-ylmethoxy)benzofuran-3-carboxamide